C1(=CC=CC=C1)C1=CC=CC=2C3=CC=CC(=C3NC12)C1=CC=CC=C1 1,8-diphenylcarbazole